C(C)(C)(C)C=1OC2=CC(C=CC2=C(C1)C=CC=C1N(C2=CC=C(C=C2C1(C)C)S(=O)(=O)[O-])CCCCCC(=O)O)=[N+](CCCS(=O)(=O)[O-])CC.[Na+] sodium 2-[3-[2-tert-butyl-7-[ethyl(3-sulphonatopropyl)azaniumylidene]chromen-4-yl]prop-2-enylidene]-1-(5-carboxypentyl)-3,3-dimethylindole-5-sulphonate